1-(benzenecarbonyl)-3'-(3,5-difluoro-phenyl)dihydro-1'H,3'H,5'H-spiro[piperidine-4,6'-pyrrolo[1,2-c][1,3]oxazol]-5'-one C1(=CC=CC=C1)C(=O)N1CCC2(CC3N(C(OC3)C3=CC(=CC(=C3)F)F)C2=O)CC1